1,3-diethyl-8-(6-fluorobenzo[d]thiazol-2-yl)-7-methyl-1H-purine-2,6(3H,7H)-dione C(C)N1C(N(C=2N=C(N(C2C1=O)C)C=1SC2=C(N1)C=CC(=C2)F)CC)=O